N1CC(C1)C1=CC=C(C=C1)C1=CC=NN1CCF 5-[4-(azetidin-3-yl)phenyl]-1-(2-fluoroethyl)pyrazole